C(C)(C)(C)N1N=C(C(=C1C)O)C1=C(C=C(C=C1C)C)C 1-(tert-Butyl)-3-mesityl-5-methyl-1H-pyrazol-4-ol